3-(4-(4-(Dimethylamino)-4-methylpiperidin-1-yl)phenyl)-5-(2-fluoro-6-methoxyphenyl)-1H-pyrazolo[4,3-c]pyridazin-6(5H)-on CN(C1(CCN(CC1)C1=CC=C(C=C1)C1=NNC=2C1=NN(C(C2)=O)C2=C(C=CC=C2OC)F)C)C